FC1(OC2=C(O1)C=CC(=C2)C(C)N2C[C@@H](N(C[C@H]2C)C=2C=1N(N(C(C2)=O)C)C=C(N1)CC#N)C)F 2-(8-((2S,5R)-4-(1-(2,2-difluorobenzo[d][1,3]dioxol-5-yl)ethyl)-2,5-dimethylpiperazin-1-yl)-5-methyl-6-oxo-5,6-dihydroimidazo[1,2-b]pyridazin-2-yl)acetonitrile